ethyl (3-methyl-2-oxo-1-(5-((4-oxo-3,4-dihydrophthalazin-1-yl)methyl)pyridin-3-yl)indolin-3-yl)glycinate CC1(C(N(C2=CC=CC=C12)C=1C=NC=C(C1)CC1=NNC(C2=CC=CC=C12)=O)=O)NCC(=O)OCC